C1(CC1)N1C=C(C(C2=CC(=C(C=C12)N1CCNCC1)F)=O)C(C=CC1=CC=C(C=C1)F)=O 1-cyclopropyl-6-fluoro-7-piperazin-1-yl-3-(4-fluoro-cinnamoyl)-quinolin-4(1H)-one